methylsiloxy(dimethyl)silane C[SiH2]O[SiH](C)C